C12(CC3CC(CC(C1)C3)C2)CNC(=O)C=2N=NC(=CC2)N2CCN(CC2)C(=O)C=2C=NC=C(C2)C#CC2=CC(=CC=C2)O N-(1-Adamantylmethyl)-6-[4-[5-[2-(3-hydroxyphenyl)ethynyl]pyridine-3-carbonyl]piperazin-1-yl]pyridazine-3-carboxamide